BrC=1C(=CC(=NC1)NC(C(C)(C)C)=O)CCO[Si](C)(C)C(C)(C)C N-(5-bromo-4-(2-((tert-butyldimethylsilyl)oxy)ethyl)pyridin-2-yl)pivalamide